CC12CCCCC2CCCC1 4a-Methyloctahydronaphthalen